FC=1C(=C(C=C(C1)F)B(O)O)O (3,5-difluoro-2-hydroxyphenyl)-boronic acid